C(=O)O.BrC1=C(C(=C(C(=C1OC)OC)O)C)CCCCCCCCCCC1=C(C=CC=C1)P(C1=CC=CC=C1)C1=CC=CC=C1 (10-(2-bromo-5-hydroxy-3,4-dimethoxy-6-methylphenyl)decyl)triphenylphosphine formate